OCC1CN(CCC1)CC1=CC=C(C=C1)C=1C=C2C(=NC1)N(C=C2C=2C=C1CCN(CC1=CC2)C(=O)OC(C)(C)C)S(=O)(=O)C2=CC=C(C)C=C2 tert-butyl 6-(5-(4-((3-(hydroxymethyl)piperidin-1-yl)methyl)phenyl)-1-tosyl-1H-pyrrolo[2,3-b]pyridin-3-yl)-3,4-dihydroisoquinoline-2(1H)-carboxylate